1-(4-((2-(6-methyl-7-oxo-6,7-dihydro-1H-pyrrolo[2,3-c]pyridin-4-yl)-4-(methylsulfonyl)phenoxy)methyl)pyridin-3-yl)dihydropyrimidine-2,4(1H,3H)-dione CN1C(C2=C(C(=C1)C1=C(OCC3=C(C=NC=C3)N3C(NC(CC3)=O)=O)C=CC(=C1)S(=O)(=O)C)C=CN2)=O